N-[1-(6-(cyclopropylethynyl)-3-oxo-hexahydro-furo[3,2-b]pyrrol-4-carbonyl)-2-methyl-butyl]-3-fluoro-4-[2-(4-methyl-piperazin-1-yl)-thiazol-4-yl]-benzamide C1(CC1)C#CC1C2C(N(C1)C(=O)C(C(CC)C)NC(C1=CC(=C(C=C1)C=1N=C(SC1)N1CCN(CC1)C)F)=O)C(CO2)=O